3-oxobutanenitril O=C(CC#N)C